C(C)(C)(C)OC(C1=CC(=C(C=C1)[N+](=O)[O-])NCC=1OC=CN1)=O 4-nitro-3-[(1,3-oxazol-2-ylmethyl)amino]benzoic acid tert-butyl ester